BrC1=CC(=C(OCCN2C3=NC=NC(=C3N=C2)N)C=C1)F 9-(2-(4-bromo-2-fluorophenoxy)ethyl)-9H-purine-6-amine